C(C1=CC=CC=C1)(=O)OC[C@@H]1O[C@@H]([C@H]([C@H]([C@H]1C1=CC=CC=C1C(=O)[O-])C1=CC=CC=C1C(=O)[O-])C1=CC=CC=C1C(=O)[O-])Br (2R,3S,4S,5R,6R)-2-(benzoyloxymethyl)-6-bromotetrahydro-2H-pyran-3,4,5-trisbenzoate